ClC1=CC(=C2C(=N1)N(N=N2)[C@H]2[C@@H]([C@@H]([C@H](O2)CS(=O)(=O)CP(O)(O)=O)O)O)NCC2=C(C=CC=C2)Cl (((((2S,3S,4R,5R)-5-(5-chloro-7-((2-chlorobenzyl)amino)-3H-[1,2,3]triazolo[4,5-b]pyridin-3-yl)-3,4-dihydroxytetrahydrofuran-2-yl)methyl)sulfonyl)methyl)phosphonic acid